5-(3-(4-(tert-Butoxycarbonyl)-2-oxopiperazin-1-yl)phenyl)-4-chloro-3-iodo-1H-pyrrolo[2,3-b]Pyridine-1-carboxylic acid tert-butyl ester C(C)(C)(C)OC(=O)N1C=C(C=2C1=NC=C(C2Cl)C2=CC(=CC=C2)N2C(CN(CC2)C(=O)OC(C)(C)C)=O)I